tert-butyl 6-bromo-5-methoxy-1H-indole-1-carboxylate BrC1=C(C=C2C=CN(C2=C1)C(=O)OC(C)(C)C)OC